FC(C1=NC=CC=C1SC=1N=C2C(=NC1)NC(=N2)NC2C1CCC(C(C2)O1)N)(F)F N6-(5-((2-(trifluoromethyl)pyridin-3-yl)thio)-1H-imidazo[4,5-b]pyrazin-2-yl)-8-oxabicyclo[3.2.1]octane-2,6-diamine